6-bromo-2-((4-(dimethylamino)cyclohexyl)amino)-8-methylpteridin-7(8H)-one BrC1=NC=2C=NC(=NC2N(C1=O)C)NC1CCC(CC1)N(C)C